FC([C@@H](CC(F)(F)F)NC(=O)N)(F)F [(2R)-1,1,1,4,4,4-hexafluorobutan-2-yl]urea